ClC=1C(=C(CC2N(CC(C2NC(C(F)(F)F)=O)F)C(=O)OCC2=CC=CC=C2)C=CC1)F benzyl 2-(3-chloro-2-fluorobenzyl)-4-fluoro-3-(2,2,2-trifluoroacetamido)pyrrolidine-1-carboxylate